CON(C(=O)C1OC2=C(OC1)C=CC=C2)C N-methoxy-N-methyl-2,3-dihydro-1,4-benzodioxine-3-carboxamide